NC=1C=C(C(=O)N2CCNCC2)C=C(C1)N 3,5-diaminobenzoyl-piperazine